5,6,7,8-tetrahydropyrido[3,4-d]pyrimidine-2-carbonitrile N1=C(N=CC2=C1CNCC2)C#N